1-(ethyl(2-hydroxypropyl)amino)-2-methylpropan-2-ol C(C)N(CC(C)(O)C)CC(C)O